C(C1=CC=CC=C1)NC1=NC=NC(=C1\N=C\C1=CC(=C(OCCN2CCN(CC2)C(=O)OC(C)(C)C)C=C1Cl)OC)OC1(CC1)C Tert-butyl (E)-4-(2-(4-(((4-(benzylamino)-6-(1-methylcyclopropoxy)pyrimidin-5-yl)imino) methyl)-5-chloro-2-methoxyphenoxy)ethyl)piperazine-1-carboxylate